4-Phenylpiperidin C1(=CC=CC=C1)C1CCNCC1